C1(CC1)N1N=C(C2=C1C(N(N=C2C)CC(=O)N[C@@H](C)C2=CC(=C(C=C2)C)F)=O)C (S)-2-(1-Cyclopropyl-3,4-dimethyl-7-oxo-1,7-dihydro-6H-pyrazolo[3,4-d]pyridazin-6-yl)-N-(1-(3-fluoro-4-methylphenyl)ethyl)acetamid